ClC=1C(N(C(=CC1OC([2H])([2H])C1=NC=C(C=C1F)F)C)C1=CC(=NC=C1C)C1=NC(=C(C=C1)F)C(C)(C)NC(C)=O)=C=O (R)-N-(2-(3-chloro-4-((3,5-difluoropyridin-2-yl)methoxy-d2)-5''-fluoro-5',6-dimethyl-2-carbonyl-2H-[1,4':2',2''-terpyridin]-6''-yl)propan-2-yl)acetamide